Trikalium phosphat P(=O)([O-])([O-])[O-].[K+].[K+].[K+]